N-(4-hydroxy-2-(3-(trifluoromethyl)phenyl)butan-2-yl)-2-methylpropane-2-sulfinamide OCCC(C)(C1=CC(=CC=C1)C(F)(F)F)NS(=O)C(C)(C)C